[Ca].[Na].[Na] disodium calcium salt